BrC=1C=C(C=CC1)CC(=O)NC1=CN(C(C=C1)=O)C1=CC=CC=C1 2-(3-bromophenyl)-N-(6-oxo-1-phenyl-1,6-dihydropyridin-3-yl)acetamide